IC1=C(N)C=CC=C1 o-iodo-aniline